C1(CC1)C1=CC(=C(C(=C1)C)C1=C(C(=C(C(=C1)C)F)[C@H](CC(=O)O)NC(C(CC(C)C)N1C(C=C(C(=C1)CCCN(C)C)C(F)(F)F)=O)=O)F)C (3S)-3-(4'-cyclopropyl-2,4-difluoro-2',5,6'-trimethylbiphenyl-3-yl)-3-(2-(5-(3-(dimethylamino)propyl)-2-oxo-4-(trifluoromethyl)pyridin-1(2H)-yl)-4-methylpentanamido)propanoic acid